2-amino-isonicotinic acid NC=1C=C(C(=O)O)C=CN1